FC1=CC2=C(N=C(S2)OC2=C(C=C(C=C2)CCC(CC)(O)C(F)(F)F)OC)C=C1 1-{4-[(6-fluoro-1,3-benzothiazol-2-yl)oxy]-3-methoxyphenyl}-3-(trifluoromethyl)pentan-3-ol